4-((3as,7as)-5-(((S)-5-(ethoxycarbonyl)-6-(3-fluoro-2-methylphenyl)-2-(thiazol-2-yl)-3,6-dihydropyrimidin-4-yl)methyl)-1-oxooctahydro-2H-pyrrolo[3,4-c]pyridin-2-yl)benzoic acid C(C)OC(=O)C1=C(NC(=N[C@H]1C1=C(C(=CC=C1)F)C)C=1SC=CN1)CN1C[C@@H]2[C@H](CC1)C(N(C2)C2=CC=C(C(=O)O)C=C2)=O